NC1=NC2=CC=CN=C2C(=C1)NC(CCO)CCC 3-((2-amino-1,5-naphthyridin-4-yl)amino)hexan-1-ol